C(C)(C)(C)OC(=O)N1C2CN(C(C1)CC2)CC2=C(N=C1N2C=CC=C1)C1=CC=C(C=C1)Br tert.-Butyl-5-{[2-(4-bromophenyl)imidazo[1,2-a]pyridin-3-yl]methyl}-2,5-diazabicyclo[2.2.2]octan-2-carboxylat